tert-butyl (1R,2S,3S,5S)-3-((3-(4-bromo-2-((tert-butoxycarbonyl) oxy) phenyl)-1,2,4-triazin-6-yl) (methyl) amino)-2-fluoro-8-azabicyclo[3.2.1]octane-8-carboxylate BrC1=CC(=C(C=C1)C=1N=NC(=CN1)N([C@@H]1[C@@H]([C@H]2CC[C@@H](C1)N2C(=O)OC(C)(C)C)F)C)OC(=O)OC(C)(C)C